ClC1([C@H]([C@@H]1C1=CC(=CC(=C1)Cl)Cl)C(=O)NC1=CC(=C(C=C1)F)NC(CN1CCOCC1)=O)Cl |r| trans-rac-2,2-Dichloro-3-(3,5-dichlorophenyl)-N-(4-fluoro-3-(2-morpholinoacetamido)phenyl)cyclopropane-1-carboxamide